C(#N)C1(CC1)NS(=O)(=O)C1=CC=C2C3=C(NC2=C1)N=CN=C3C3=CC=C(C(=O)N(C)C)C=C3 4-(7-(N-(1-cyanocyclopropyl)sulfamoyl)-9H-pyrimido[4,5-b]indol-4-yl)-N,N-dimethylbenzamide